[Cl-].[Cl-].C1(=CC=C(C=C1)[Si](=[Zr+2](C1(C(C(CC2C3C(C4C=5C=CC=CC5CC4=C21)CCCC3)C)(C)C)C)C3C=CC=C3)C3=CC=C(C=C3)C)C di(p-tolyl)silylene(cyclopentadienyl)(tetramethyldodecahydrodibenzofluorenyl)zirconium dichloride